dichloro[1,3-bis(2,4,6-trimethylphenyl)-2-imidazolidinylidene][3-(2-pyridyl)propylene] ruthenium (II) [Ru+2].ClC(C=C=C1N(CCN1C1=C(C=C(C=C1C)C)C)C1=C(C=C(C=C1C)C)C)(C1=NC=CC=C1)Cl